NC12CCCCC2(CCCC1)N diaminodecalin